(3-methoxypropoyl)acrylamide COCCC(=O)C(C(=O)N)=C